C(C)(C)(C)OC(=O)N(CCOCCO)CCOCCOCCN(CC)CC(=O)NCCCCCCCCCCCC 16-(2-dodecylamino-2-oxoethyl)-1,4,10,13-tetraoxa-7,16-diaza-octadecane-7-carboxylic acid tert-butyl ester